tert-butyl (S)-3,3-difluoro-4-(piperazin-1-yl)piperidine-1-carboxylate FC1(CN(CC[C@@H]1N1CCNCC1)C(=O)OC(C)(C)C)F